(oxetane-3-yl)methylmethyldi-n-propyl-oxysilane acetyl-bromo-α-D-glucuronate C(C)(=O)[C@@]1([C@@](O)(O[C@@H]([C@H]([C@@H]1O)O)C(=O)O)Br)O.O1CC(C1)C[Si](OCCC)(OCCC)C